(1S,3R,4S)-2-((5-chloropyridin-3-yl)-L-alanyl)-N-((S)-1-cyano-2-((S)-2-oxopiperidin-3-yl)ethyl)-5,5-difluoro-2-azabicyclo[2.2.2]octane-3-carboxamide ClC=1C=C(C=NC1)N[C@@H](C)C(=O)N1[C@@H]2CC([C@H]([C@@H]1C(=O)N[C@@H](C[C@H]1C(NCCC1)=O)C#N)CC2)(F)F